2-(2-methoxyethoxy)-5-((2-(1-methyl-1H-pyrazol-5-yl)pyridin-3-yl)methoxy)isonicotinaldehyde COCCOC=1C=C(C=O)C(=CN1)OCC=1C(=NC=CC1)C1=CC=NN1C